4-(4-(benzo[d]thiazol-5-ylamino)quinolin-6-yl)-3-fluoro-N-methyl-N-(oxetan-3-ylmethyl)benzamide S1C=NC2=C1C=CC(=C2)NC2=CC=NC1=CC=C(C=C21)C2=C(C=C(C(=O)N(CC1COC1)C)C=C2)F